F[C@H]1CN(CC[C@H]1F)CC[C@@H](CC(=O)O)NC(=O)C1=NN(C(=C1)C1=C(C=CC=C1)C(F)(F)F)C=1SC=CN1 (3S)-5-[(3S,4R)-3,4-difluoropiperidin-1-yl]-3-{[1-(1,3-thiazol-2-yl)-5-[2-(trifluoromethyl)phenyl]-1H-pyrazol-3-yl]formamido}pentanoic acid